S1C(=NC2=C1C=CC=C2)C=2C=CC(=C(C=O)C2)O 5-(benzo[d]thiazol-2-yl)-2-hydroxybenzaldehyde